C\C(=C/COC1=CC=C(C=O)C=C1)\CCC=C(C)C 4-{[(2E)-3,7-dimethylocta-2,6-dien-1-yl]oxy}benzaldehyde